SCC(C)O 1-mercapto-2-propanol